CC1=C(SC=2N=C(N=C(C21)N(C)CC(=O)O)C2=NC=CC(=C2)OCCOC2OCCCC2)C [(5,6-dimethyl-2-[4-[2-(oxan-2-yloxy)ethoxy]pyridin-2-yl]thieno[2,3-d]pyrimidin-4-yl)(methyl)amino]acetic acid